FC1=C(OC2=C[C@@]3(C(CN(C3)C[C@@H](O)C3=CC4=C(NC(O4)=O)C=C3)=C2)O)C=CC=C1 6-((S)-2-((3as,5S,6ar)-5-(2-fluorophenoxy)-3a-hydroxycyclopenta[c]pyrrol-2(1H)-yl)-1-hydroxyethyl)benzo[d]oxazol-2(3H)-one